(S)-N-(3-(3,4-dihydroisoquinolin-2(1H)-yl)-2-hydroxypropyl)-2-(isoxazol-3-ylmethyl)-1-oxo-1,2,3,4-tetrahydroisoquinoline-6-carboxamide C1N(CCC2=CC=CC=C12)C[C@H](CNC(=O)C=1C=C2CCN(C(C2=CC1)=O)CC1=NOC=C1)O